2-chloro-N-(5-(2-(((1s,4s)-4-(dimethylamino)cyclohexyl)amino)8-methylquinazolin-6-yl)-3-fluoro-6-methoxypyridin-2-yl)benzenesulfonamide ClC1=C(C=CC=C1)S(=O)(=O)NC1=NC(=C(C=C1F)C=1C=C2C=NC(=NC2=C(C1)C)NC1CCC(CC1)N(C)C)OC